2,6-dimethylpyrazolo-[1,5-a]pyrimidine-3,7-diamine CC1=NN2C(N=CC(=C2N)C)=C1N